2,3-dihydroxypropoxyl-5-amino-4-hydroxy-6-(1,2,3-trihydroxypropyl)oxane-2-carboxylic acid OC(COC1(OC(C(C(C1)O)N)C(C(CO)O)O)C(=O)O)CO